FC=1C(=CC=2C3=C(NC(C2C1)=O)COC[C@@H]3N(C(C3=CC=C(C=C3)C(F)F)=O)C)F (R)-N-(8,9-difluoro-6-oxo-1,4,5,6-tetrahydro-2H-pyrano[3,4-c]isoquinolin-1-yl)-4-(difluoromethyl)-N-methylbenzamide